1-(4-((4-((2-fluoro-4-((2-(3-methoxyazetidin-1-yl)pyridin-4-yl)oxy)phenyl)amino)-7-methoxyquinazolin-6-yl)amino)piperidin-1-yl)prop-2-en-1-one FC1=C(C=CC(=C1)OC1=CC(=NC=C1)N1CC(C1)OC)NC1=NC=NC2=CC(=C(C=C12)NC1CCN(CC1)C(C=C)=O)OC